CN1N=CC(=C1)C1=CC=CC(=N1)COC1=CC=C(C=C1)C(C)(C)C1=CC=C(OC2CC(C2)NC(OC(C)(C)C)=O)C=C1 tert-butyl ((1r,3r)-3-(4-(2-(4-((6-(1-methyl-1H-pyrazol-4-yl)pyridin-2-yl)methoxy)phenyl)propan-2-yl)phenoxy)cyclobutyl)carbamate